COC=1C=C2[C@]3(C(NC2=CC1)=O)[C@@H](C3)C3=CC=C1C(=NNC1=C3)NC3=NC(=CN=C3C)C(C)C (1R,2S)-5'-methoxy-2-(3-{[3-methyl-6-(propan-2-yl)pyrazin-2-yl]amino}-1H-indazol-6-yl)spiro[cyclopropane-1,3'-indol]-2'(1H)-one